NN1C(NN=C1C1=CC=C(C=C1)OC)=S 4-amino-5-(4-methoxyphenyl)-1,2,4-triazole-3-thione